dimethylsilyl-bis(tetrahydroindenyl)zirconium dibromide [Br-].[Br-].C[SiH](C)[Zr+2](C1CCC2CC=CC=C12)C1CCC2CC=CC=C12